(2S)-2-(4,4-difluoro-3-(1-isopropyl-6-oxo-1,6-dihydropyridin-3-yl)piperidin-1-yl)-N-(5-fluoropyridin-2-yl)propionamide FC1(C(CN(CC1)[C@H](C(=O)NC1=NC=C(C=C1)F)C)C1=CN(C(C=C1)=O)C(C)C)F